N(=C=O)C(C)(C)C1=CC(=CC=C1)C(=C)C 1-(1-isocyanato-1-methylethyl)-3-isopropenylbenzene